CC1=CC=C(C=C1)OC(=O)OC2=CC=C(C=C2)C di-p-tolyl carbonate